3-(8-methoxy-2,3-dihydro-1,4-benzodioxin-6-yl)methylprop-2-enoic anhydride COC1=CC(=CC2=C1OCCO2)CC=CC(=O)OC(C=CCC2=CC1=C(OCCO1)C(=C2)OC)=O